COC[C@@H]1CN(CC1)C1=CC=C(N=N1)C1=C(C=C(C=C1C)C)O 2-[6-[(3S)-3-(methoxymethyl)pyrrolidin-1-yl]pyridazin-3-yl]-3,5-dimethyl-phenol